(1R)-N-(3,5-difluoro-4-(1-methoxy-2-methylpropan-2-yl)phenyl)-2-((3-hydroxy-1,2-oxazol-5-yl)carbonyl)-6-methoxy-1,2,3,4-tetrahydroisoquinoline-1-carboxamide FC=1C=C(C=C(C1C(COC)(C)C)F)NC(=O)[C@@H]1N(CCC2=CC(=CC=C12)OC)C(=O)C1=CC(=NO1)O